dihydropyrrolo[3,4-d]imidazole N1CN=C2C1=CN=C2